BrC1=NC=C(C=C1OCC=1C=C(C=C(C1)F)[SH2](=O)C=N)F (3-{[(2-bromo-5-fluoropyridin-3-yl)oxy]methyl}-5-fluorophenyl)(imino)methyl-λ6-sulfanone